4-bromo-6-fluoro-2-hydroxy-2,3-dihydrobenzofuran-7-carbonitrile BrC1=CC(=C(C2=C1CC(O2)O)C#N)F